N-(2-oxo-2-(4-(5-(trifluoromethyl)-1,2,4-oxadiazol-3-yl)phenyl)ethyl)isoxazole-4-carboxamide O=C(CNC(=O)C=1C=NOC1)C1=CC=C(C=C1)C1=NOC(=N1)C(F)(F)F